1-(3-(((4,4-bis(octyloxy)butanoyl)oxy)methyl)-5-(hydroxymethyl)benzyl) 7-dodecyl heptanedioate C(CCCCCC(=O)OCCCCCCCCCCCC)(=O)OCC1=CC(=CC(=C1)CO)COC(CCC(OCCCCCCCC)OCCCCCCCC)=O